FC1=NC=C(C(=N1)F)S(=O)(=O)ON=C(CS(=O)(=O)C(C)(C)C)N N'-{[(2,4-difluoropyrimidin-5-yl)sulfonyl]oxy}-2-(2-methylpropane-2-sulfonyl)ethanimidamide